5-(((3-Aminopropyl)amino)methyl)-N-(4-((4-isopentylpiperidin-1-yl)sulfonyl)phenyl)-2-(N-methylmethylsulfonamido)benzamide NCCCNCC=1C=CC(=C(C(=O)NC2=CC=C(C=C2)S(=O)(=O)N2CCC(CC2)CCC(C)C)C1)N(S(=O)(=O)C)C